C(C1=CC=CC=C1)OC(=O)N[C@H](C(=O)OCC1=CC=CC=C1)CC1=CN(C2=CC=C(C=C12)OC)CC(=O)OC(C)(C)C (S)-Benzyl 2-(((benzyloxy)carbonyl)amino)-3-(1-(2-(tert-butoxy)-2-oxoethyl)-5-methoxy-1H-indol-3-yl)propanoate